(2,4-dichloro-6,7-dihydropyrido[2,3-d]pyrimidin-8(5H)-yl)propan-1-ol-3-d ClC=1N=C(C2=C(N1)N(CCC2)C(CC[2H])O)Cl